trimethyl-4,13-dioxo-3,14-dioxa-5,12-diazahexadecane-1,16-diol dimethacrylate C(C(=C)C)(=O)OC(C(OC(NCCCCCCNC(OCCOC(C(=C)C)=O)=O)=O)C)(C)C